nonatrienoic acid C(C=CC=CC=CCC)(=O)O